C(C=C)(=O)OC1(C2C3CCCC3C(C1)C2)C 8-methyl-8-tricyclo[5.2.1.0(2,6)]decyl acrylate